1-[3,4-dichloro-10-(1-tetrahydropyran-2-ylpyrazol-4-yl)-6,7,8,9-tetrahydropyrido[1,2-a]indol-7-yl]pyrrolidin-2-one ClC1=CC=C2C(=C3N(C2=C1Cl)CC(CC3)N3C(CCC3)=O)C=3C=NN(C3)C3OCCCC3